(1R,2S,5S)-N-((S)-1-Amino-1-oxo-3-((S)-2-oxopyrrolidin-3-yl)propan-2-yl)-3-((S)-3,3-dimethyl-2-(methylsulfonamido)butanoyl)-6,6-dimethyl-3-azabicyclo[3.1.0]hexane-2-carboxamide NC([C@H](C[C@H]1C(NCC1)=O)NC(=O)[C@@H]1[C@H]2C([C@H]2CN1C([C@H](C(C)(C)C)NS(=O)(=O)C)=O)(C)C)=O